1-(3-ethyl-3-hydroxycyclobutyl)-6-(4,4,5,5-tetramethyl-1,3,2-dioxaborolan-2-yl)-1,2,3,4-tetrahydro-1,8-naphthyridin-2-one C(C)C1(CC(C1)N1C(CCC2=CC(=CN=C12)B1OC(C(O1)(C)C)(C)C)=O)O